C1(CCC2=CC=CC=C12)C1(CCC2=CC=CC=C12)C1CCC2=CC=CC=C12 terindan